ClC1=C(C(=C(C=2OC3=C(C21)C=C(C(=C3)Cl)Cl)Cl)Cl)Cl 1,2,3,4,7,8-hexachlorodibenzofuran